The molecule is an alpha-D-Galp-(1->3)-D-Manp in which the mannopyranose moiety has beta- configuration at the anomeric centre. It has a role as an epitope. C([C@@H]1[C@H]([C@@H]([C@@H]([C@@H](O1)O)O)O[C@@H]2[C@@H]([C@H]([C@H]([C@H](O2)CO)O)O)O)O)O